2-({5-fluoro-7-oxo-7,8-dihydro-6H-spiro[[1,3]oxazolo[5,4-f]quinazoline-9,1'-cyclohexane]-2-ylmethyl}(methyl)amino)-N,N-dimethylacetamide FC=1C=C2C(=C3C1NC(NC31CCCCC1)=O)OC(=N2)CN(CC(=O)N(C)C)C